O[C@H](CCCOC1=C(C=CC=C1)CCC(=O)OC(C)C)\C=C\C1=CC(=CC=C1)NS(=O)(=O)C1=CC=CC=C1 Isopropyl (R,E)-3-(2-((4-hydroxy-6-(3-(phenylsulfonamido)phenyl)hex-5-en-1-yl)oxy)phenyl)propanoate